NCCCC[C@@H](C(=O)NC(CC(=O)OC)C1=CC(=CC(=C1)Cl)Cl)NC(CCCCN(C1=NC=CC=C1)C(=O)OC(C)(C)C)=O methyl 3-[[(2S)-6-amino-2-[5-[tert-butoxycarbonyl(2-pyridyl)amino]pentanoylamino]hexanoyl]amino]-3-(3,5-dichlorophenyl)propanoate